(E)-3-((3-((E)-4-((2s,6r)-2,6-dimethylmorpholine-4-carbonyl)styryl)-1H-indazol-6-yl)methylene)-4-phenylpyrrolidin-2-one trifluoroacetate FC(C(=O)O)(F)F.C[C@H]1CN(C[C@H](O1)C)C(=O)C1=CC=C(/C=C/C2=NNC3=CC(=CC=C23)\C=C/2\C(NCC2C2=CC=CC=C2)=O)C=C1